4,5-dihydro-5-methyl-6-(2,3-bis(2-pyridinyl)-6-quinoxalinyl)-3(2H)pyridazinone CC1CC(NN=C1C=1C=C2N=C(C(=NC2=CC1)C1=NC=CC=C1)C1=NC=CC=C1)=O